4-(2'-fluoro-4-(hydroxymethyl)-5'-methoxy-[1,1'-biphenyl]-2-yl)-3,3-dimethylbutanal FC1=C(C=C(C=C1)OC)C1=C(C=C(C=C1)CO)CC(CC=O)(C)C